4-(3-(fluoromethyl)pyridin-2-yloxy)aniline nickel-cobalt [Co].[Ni].FCC=1C(=NC=CC1)OC1=CC=C(N)C=C1